1-(8-(2-methylprop-1-en-1-yl)-7-(4-(trifluorometh-yl)phenoxy)-3,4-dihydro-isoquinolin-2(1H)-yl)-3-(methylsulfonyl)propan-1-one CC(=CC=1C(=CC=C2CCN(CC12)C(CCS(=O)(=O)C)=O)OC1=CC=C(C=C1)C(F)(F)F)C